(2R,4aS,4bR,6aS,11aS,11bR,13aR)-2-hydroxy-2,6a-dimethyl-N-phenyl-2,3,4,4a,4b,5,6,6a,9,10,11,11a,11b,12,13,13a-hexadecahydro-1H-cyclohepta[a]phenanthrene-8-carboxamide O[C@@]1(CC[C@@H]2[C@H]3CC[C@]4([C@H]([C@@H]3CC[C@@H]2C1)CCCC(=C4)C(=O)NC4=CC=CC=C4)C)C